(E)-ethyl 3-(3-ethyl-1,2,4-oxadiazol-5-yl)acrylate C(C)C1=NOC(=N1)/C=C/C(=O)OCC